FC1(CCN(CCC1)C1=NC2=CC=CC=C2C=C1C(=O)NC1=CC(=NC=C1)S(NC)(=O)=O)F 2-(4,4-difluoroazepan-1-yl)-N-(2-(N-methylsulfamoyl)pyridin-4-yl)quinoline-3-carboxamide